4-bromo-2-cyclopropyl-5-fluorophenol BrC1=CC(=C(C=C1F)O)C1CC1